CC1C=2N(CCN1C(=O)OC(C)(C)C)C=CN2 tert-butyl 8-methyl-6,8-dihydro-5H-imidazo[1,2-a]pyrazine-7-carboxylate